1,3-bis[(9Z)-octadec-9-enoyloxy]propan-2-yl (9Z)-octadec-9-enoate C(CCCCCCC\C=C/CCCCCCCC)(=O)OC(COC(CCCCCCC\C=C/CCCCCCCC)=O)COC(CCCCCCC\C=C/CCCCCCCC)=O